bis(3-pentyloctyl) 9-((2-oxaspiro[3.3]heptan-6-yl)amino)heptadecanedioate C1OCC12CC(C2)NC(CCCCCCCC(=O)OCCC(CCCCC)CCCCC)CCCCCCCC(=O)OCCC(CCCCC)CCCCC